ClC=1N=NC=CN1 3-chloro-1,2,4-triazin